(3R)-3-amino-3-(4-chlorophenyl)propanamide N[C@H](CC(=O)N)C1=CC=C(C=C1)Cl